4,4-diaminophenyl sulfone NC1(CC=C(C=C1)S(=O)(=O)C1=CCC(C=C1)(N)N)N